CC1=CC(=NC=C1)CC1N(C(C2=CC=CC=C12)=O)CC1=CC2=C(NC(O2)=O)C=C1 6-((1-((4-methylpyridin-2-yl)methyl)-3-oxoisoindolin-2-yl)methyl)benzo[d]oxazol-2(3H)-one